CC1=C(C(=O)OC(C)(C)C2=C3C=C(N=CC3=C(C=C2)OC)Cl)C=CC(=C1NCCS(=O)(=O)C)C1CC2(CC(C2)(F)F)CCN1 2-(3-chloro-8-methoxyisoquinolin-5-yl)propan-2-ol methyl-4-{2,2-difluoro-7-azaspiro[3.5]nonan-6-yl}-3-[(2-methanesulfonylethyl)amino]benzoate